7-fluoro-5-(7-fluoro-2-methyl-indazol-5-yl)-2-(4-piperidyl)indazole FC1=CC(=CC2=CN(N=C12)C1CCNCC1)C1=CC2=CN(N=C2C(=C1)F)C